butyl N-(2-(3-(4-amino-3-chlorobenzamido)-2-oxopyridin-1(2H)-yl)-3-methylbutanamido)-N-(2-fluoroacetyl)glycinate NC1=C(C=C(C(=O)NC=2C(N(C=CC2)C(C(=O)NN(CC(=O)OCCCC)C(CF)=O)C(C)C)=O)C=C1)Cl